tert-butyl (R)-4-((2-(((1,4-dimethyl-1H-pyrazol-3-yl) (1-methylcyclopentyl) methyl) amino)-3,4-dioxocyclobut-1-en-1-yl) amino)-3-methoxypicolinate CN1N=C(C(=C1)C)[C@@H](C1(CCCC1)C)NC1=C(C(C1=O)=O)NC1=C(C(=NC=C1)C(=O)OC(C)(C)C)OC